O=C1NC(CCC1C1=NN(C2=C(C=CC=C12)OCC(=O)NC1=CC(=CC=C1)OC(C)C)C)=O 2-((3-(2,6-Dioxopiperidin-3-yl)-1-methyl-1H-indazol-7-yl)oxy)-N-(3-isopropoxy-phenyl)acetamide